N-(8'-(azetidin-1-yl-d6)-4'H-spiro[cyclopropane-1,5'-naphtho[2,1-d]isoxazol]-3'-yl)-2,6-dimethoxy-N-((2-(trimethylsilyl)ethoxy)methyl)benzenesulfonamide N1(C(C(C1([2H])[2H])([2H])[2H])([2H])[2H])C1=CC=C2C3(CC=4C(=NOC4C2=C1)N(S(=O)(=O)C1=C(C=CC=C1OC)OC)COCC[Si](C)(C)C)CC3